FC1=CC=CC=2N(C(CCCNC21)=O)C 7-fluoro-1-methyl-2-oxo-1,2,3,4,5,6-hexahydrobenzo[b][1,4]diazocin